((1R,2S)-2-aminocyclohexyl)amino(3-carbamoyl-1-ethyl-1H-pyrazol-4-yl)pyrazolo[1,5-a]pyrimidine-3-carboxamide trifluoroacetate FC(C(=O)O)(F)F.N[C@@H]1[C@H](CCCC1)C=1C(=NC=2N(C1)N=C(C2C(=O)N)C=2C(=NN(C2)CC)C(N)=O)N